5-methyltetrahydrofolic acid barium salt [Ba+2].CN1C=2C(NC(=NC2NCC1CNC1=CC=C(C(N[C@@H](CCC(=O)[O-])C(=O)O)=O)C=C1)N)=O.CN1C=2C(NC(=NC2NCC1CNC1=CC=C(C(N[C@@H](CCC(=O)[O-])C(=O)O)=O)C=C1)N)=O